methyl (R)-3-(4-(((R)-1-(3-(difluoromethyl)-2-fluorophenyl)ethyl)amino)quinolin-6-yl)-3-methoxypyrrolidine-1-carboxylate FC(C=1C(=C(C=CC1)[C@@H](C)NC1=CC=NC2=CC=C(C=C12)[C@]1(CN(CC1)C(=O)OC)OC)F)F